1-propionyl-lysergic acid diethylamide C(C)N(C(=O)[C@H]1CN(C)[C@@H]2CC3=CN(C4=CC=CC(C2=C1)=C34)C(CC)=O)CC